methyl 7-formylimidazo[1,5-a]pyridine-3-carboxylate C(=O)C1=CC=2N(C=C1)C(=NC2)C(=O)OC